COC(NC1=NC=CC(=C1)C=1C=NC(=C(C1)C)OC[C@@](CC(C)C)(C)N)=O (S)-(6-((2-amino-2,4-dimethylpentyl)oxy)-5-methyl-[3,4'-bipyridinyl]-2'-yl)carbamic acid methyl ester